CN(C=1C=C2CCN[C@@H](C2=CC1)CNC1=C(C(=O)OC)C=CN=C1)C1=CC=C(C=C1)C methyl (S)-3-(((6-(methyl(p-tolyl)amino)-1,2,3,4-tetra-hydroisoquinolin-1-yl)methyl)amino)isonicotinate